(R)-1-(3-(3-(5-amino-9-fluoro-8-methoxy-[1,2,4]triazolo[1,5-c]quinazolin-2-yl)piperidin-1-yl)-5-methyl-1H-1,2,4-triazol-1-yl)-2-methylpropan-2-ol NC1=NC=2C=C(C(=CC2C=2N1N=C(N2)[C@H]2CN(CCC2)C2=NN(C(=N2)C)CC(C)(O)C)F)OC